C(C)(C)(C)[C@@H]1C(C(C2=NC(=C(C=C2O1)OCCCOC)C1CC1)=O)=CN(C)C |r| (RS)-2-(tert-butyl)-6-cyclopropyl-3-((dimethylamino)methylene)-7-(3-methoxypropoxy)-2,3-dihydro-4H-pyrano[3,2-b]pyridin-4-one